tetrasulfur nickel [Ni].[S].[S].[S].[S]